N-(4-(cyanomethyl)-4-(trifluoromethyl)cyclohexyl)-2-methylpropane-2-sulfinamide C(#N)CC1(CCC(CC1)NS(=O)C(C)(C)C)C(F)(F)F